OC[C@H](C1=CC=CC=C1)NC1=CC(=NC=C1C=1OC(=NN1)C=1C=NC=CC1)NC1=CC=C2C(=N1)C(NC2=O)(C)C (S)-2-((4-((2-hydroxy-1-phenylethyl)amino)-5-(5-(pyridin-3-yl)-1,3,4-oxadiazol-2-yl)pyridin-2-yl)amino)-7,7-dimethyl-6,7-dihydro-5H-pyrrolo[3,4-b]pyridin-5-one